C(C1=CC=CC=C1)N1CCC2(CC1)[C@@H](CCC1=CC=CC=C12)N[S@](=O)C(C)(C)CC (R)-N-((R)-1'-benzyl-3,4-dihydro-2H-spiro[naphthalene-1,4'-piperidin]-2-yl)-2-ethylpropane-2-sulfinamide